2-Ethynyl-N-((S)-1-(4-fluorobenzyl)-2-oxopyrrolidin-3-yl)-N-(3-methoxy-5-(6-((4R,5S)-5-methyl-2-oxoimidazolidin-4-yl)hexanamido)phenyl)thiazole-4-carboxamide C(#C)C=1SC=C(N1)C(=O)N(C1=CC(=CC(=C1)NC(CCCCC[C@H]1NC(N[C@H]1C)=O)=O)OC)[C@@H]1C(N(CC1)CC1=CC=C(C=C1)F)=O